(S,E)-7-(dimethylamino)-1-((1-((7-(2-methylprop-1-en-1-yl)-3H-imidazo[4,5-c]pyridin-2-yl)methyl)-2-oxo-1,2-dihydropyridin-3-yl)amino)-1,7-dioxohept-5-en-2-yl dimethylcarbamate CN(C(O[C@H](C(=O)NC=1C(N(C=CC1)CC1=NC2=C(C=NC=C2C=C(C)C)N1)=O)CC\C=C\C(=O)N(C)C)=O)C